Ethyl-[(3-{5-[3-amino-2,6-dioxo-4-(trifluoromethyl)-3,6-dihydropyrimidin-1(2H)-yl]-4-fluoro-2-nitrophenoxy}pyridin-2-yl)oxy]acetat C(C)OC(COC1=NC=CC=C1OC1=C(C=C(C(=C1)N1C(N(C(=CC1=O)C(F)(F)F)N)=O)F)[N+](=O)[O-])=O